methyl-(E)-4-[2-[2-[2-[bis(tert-butoxycarbonyl)amino] ethoxy]ethoxy]ethyl-methyl-amino]but-2-enoate COC(\C=C\CN(C)CCOCCOCCN(C(=O)OC(C)(C)C)C(=O)OC(C)(C)C)=O